(R*)-2-(1-{4-[(tert-butoxy-carbonyl)(methyl)amino]-2,6-difluoro-phenyl}-2-nitroethyl)malonic acid dimethyl ester COC(C(C(=O)OC)[C@@H](C[N+](=O)[O-])C1=C(C=C(C=C1F)N(C)C(=O)OC(C)(C)C)F)=O |o1:8|